(3,4-dihydroxybenzyl)octanamide OC=1C=C(CC(C(=O)N)CCCCCC)C=CC1O